C(C)(C)(C)C=1C=C(C=C(C1O)C(C)(C)C)CCC(=O)N(C(CCCCC)N)C(CCC1=CC(=C(C(=C1)C(C)(C)C)O)C(C)(C)C)=O N,N-bis-[3-(3,5-di-tert-butyl-4-hydroxyphenyl)propionyl]hexanediamine